4-(p-toluenesulfonyl)morpholine-2-carbaldehyde oxime CC1=CC=C(C=C1)S(=O)(=O)N1CC(OCC1)C=NO